Tungsten-copper-nickel [Ni].[Cu].[W]